C1(=CC=CC=C1)C(C(=O)OCS(NC1=CC=C(C=C1)C=1SC2=C(N1)C=CC(=C2)C)(=O)=O)C ((N-(4-(6-methylbenzo[d]thiazol-2-yl) phenyl) sulfamoyl) methyl) phenylpropionate